CSC1=NC=C(C(=N1)NC(CC)CC)C(=O)OCC ethyl 2-(methylthio)-4-(pentan-3-ylamino)pyrimidine-5-carboxylate